[Si](C)(C)(C(C)(C)C)OC1=CC=C(C=C1)NC(=O)N1CCN(CC1)C1=CC=C(C=C1)C(F)(F)F N-[4-[(tert-butyldimethylsilyl)oxy]phenyl]-4-[4-(trifluoromethyl)phenyl]piperazine-1-carboxamide